N-(9,9-dimethyl-9H-fluorene-2-yl)-9,9-dimethyl-9H-fluorene-2-amine CC1(C2=CC=CC=C2C=2C=CC(=CC12)NC1=CC=2C(C3=CC=CC=C3C2C=C1)(C)C)C